N-(4-amino-1-((2-(trimethylsilyl)ethoxy)methyl)-1H-pyrazolo[4,3-c]pyridin-7-yl)-2-(rac-(2S,5R)-5-methyl-2-(1-methyl-1H-pyrazol-5-yl)piperidin-1-yl)-2-oxoacetamide NC1=NC=C(C2=C1C=NN2COCC[Si](C)(C)C)NC(C(=O)N2[C@@H](CC[C@H](C2)C)C2=CC=NN2C)=O |r|